NCC(C(=O)OC)COCCOCC#C methyl 2-(aminomethyl)-3-(2-prop-2-ynoxyethoxy)propanoate